OC1=C(C=C(C=C1C)C(C(F)(F)F)(C(F)(F)F)C1=CC(=C(C(=C1)C)O)C)C bis(4-hydroxy-3,5-dimethylphenyl)hexafluoropropane